ClC=1C(=C(C(=CC1)N1N=NC(=C1)Cl)C1=NC(NC=C1)=O)F 4-(3-chloro-6-(4-chloro-1H-1,2,3-triazol-1-yl)2-fluorophenyl)pyrimidin-2(1H)-one